trans-3-{2-[4-[(4-methanesulfonylphenoxy)meth-yl]-2-methyl-pyrrolidin-1-yl]-ethyl}benzonitrile CS(=O)(=O)C1=CC=C(OC[C@H]2C[C@@H](N(C2)CCC=2C=C(C#N)C=CC2)C)C=C1